CC=1N(C(=CC1)C)C1=CC=C(C(=O)N2CCN(CC2)C2=NC3=CC=CC=C3C(N2)=O)C=C1 2-[4-[4-(2,5-Dimethylpyrrol-1-yl)benzoyl]piperazin-1-yl]-3H-quinazolin-4-one